4-hydroxy-N-(4-methoxy-7-{1-[(pyridin-3-yl)methyl]-1H-pyrazol-4-yl}-1H-1,3-benzodiazol-2-yl)-4-methylpiperidine-1-carboxamide OC1(CCN(CC1)C(=O)NC1=NC2=C(N1)C(=CC=C2OC)C=2C=NN(C2)CC=2C=NC=CC2)C